N1(CCC1)C(=O)N1[C@H]([C@H](C(C1)(F)F)NS(=O)(=O)C1CC1)CC1=C(C(=CC=C1)C1=NC(=CC=C1)C)F N-[(2S,3R)-1-(azetidine-1-carbonyl)-4,4-difluoro-2-{[2-fluoro-3-(6-methylpyridin-2-yl)phenyl]methyl}pyrrolidin-3-yl]-cyclopropanesulfonamide